N[C@@H](CC1=CC(I)=C(C(I)=C1)OC1=CC(I)=C(C(I)=C1)O)C(=O)O (L)-thyroxine